IC1=C(C=CC=C1)C=1OCCCN1 2-(2-iodophenyl)-5,6-dihydro-4H-1,3-oxazine